C1=CC=CC=2C3=CC=CC=C3C(C12)COC(=O)N(C)CC1CN(CC(O1)C1=CC(=NC(=C1)C1=NC=NC(=C1)C(NC)=O)Cl)C(=O)OC(C)(C)C tert-butyl 2-(((((9H-fluoren-9-yl)methoxy)carbonyl)(methyl)amino)methyl)-6-(2-chloro-6-(6-(methylcarbamoyl) pyrimidin-4-yl)pyridin-4-yl)morpholine-4-carboxylate